C1=CC=CC=2NC3=CC=CC=C3CC12 9H-acridin